CN1N=C(C=C1)B1OC(C(O1)(C)C)(C)C 1-methyl-3-(4,4,5,5-tetramethyl-1,3,2-dioxaborolan-2-yl)pyrazole